FC(C(=O)O)(F)F.N[C@@]1(C(N(CC1)C)=O)CC#C (S)-3-amino-1-methyl-3-(prop-2-yn-1-yl)pyrrolidin-2-one trifluoroacetic acid salt